C(C)N1N=C(C(=C1)C1=CC(=CC(N1)=O)C1=CC(=NC=C1)NC1=NC(=NC=C1)C)C(F)(F)F 6-[1-Ethyl-3-(trifluoromethyl)pyrazol-4-yl]-4-[2-[(2-methylpyrimidin-4-yl)amino]-4-pyridyl]-1H-pyridin-2-on